C(C)(C)(C)C=1C=C(C=C(C1)C(C)(C)OC)C(C)(OC)C 5-tert-butyl-1,3-di(1-methoxy-1-methylethyl)benzene